N1C(=O)NC(=O)C(C)=C1 Thymine